C(C)(C)(C)C1=CC=C(N)C=C1 p-tert-butyl-aniline